6-(4-fluorophenyl)-5-methylpyrrolo[2,3-b]pyrazine-7-carboxylic acid FC1=CC=C(C=C1)C1=C(C=2C(=NC=CN2)N1C)C(=O)O